2,2-bis(3-ethyl-4-aminocyclohexyl)propane C(C)C1CC(CCC1N)C(C)(C)C1CC(C(CC1)N)CC